6-chloro-4-(1-methyl-1H-indol-3-yl)-1H-pyrazolo[3,4-d]pyrimidine ClC1=NC(=C2C(=N1)NN=C2)C2=CN(C1=CC=CC=C21)C